C(C)(C)N1N=C(C=CC1=O)B(O)O (1-isopropyl-6-oxo-pyridazin-3-yl)boronic acid